C[14C](=O)C [2-14C]acetone